3-[(13-Benzyloxy-2-benzyloxycarbonyl-13-oxo-2-undecyl-tridecanoyl)amino]propanoic acid C(C1=CC=CC=C1)OC(CCCCCCCCCCC(C(=O)NCCC(=O)O)(CCCCCCCCCCC)C(=O)OCC1=CC=CC=C1)=O